O=C1NC(CCC1N1C(C2=CC=C(C=C2C1)O[C@@H]1[C@@H](CCCC1)N(C)CC1=CC=C(C#N)C=C1)=O)=O 4-((((1R,2S)-2-((2-(2,6-dioxopiperidin-3-yl)-1-oxoisoindolin-5-yl)oxy)cyclohexyl)(methyl)amino)methyl)benzonitrile